C12CC(CC(N1)C2)C2=C1C(N(C(C1=C(C=C2)F)=O)C2C(NC(CC2)=O)=O)=O 4-(6-azabicyclo[3.1.1]heptan-3-yl)-2-(2,6-dioxopiperidin-3-yl)-7-fluoroisoindoline-1,3-dione